NC=1C=C(C=CC1)S(=O)(=O)N1CCC(CC1)O 1-((3-aminophenyl)sulfonyl)piperidin-4-ol